1-(5-[[4-chloro-3-([1-[4-(2-cyclopropoxyphenyl)pyridin-3-yl]cyclopropoxy]methyl)phenyl]sulfanyl]pentyl)-3-[(2S,3R,4R,5R)-2,3,4,5,6-pentahydroxyhexyl]urea ClC1=C(C=C(C=C1)SCCCCCNC(=O)NC[C@@H]([C@H]([C@@H]([C@@H](CO)O)O)O)O)COC1(CC1)C=1C=NC=CC1C1=C(C=CC=C1)OC1CC1